2-[5-(chloromethyl)-1,3,4-oxadiazol-2-yl]-5-cyclopentylpyridine ClCC1=NN=C(O1)C1=NC=C(C=C1)C1CCCC1